(S)-2-((4-fluorophenyl)amino)-2-oxo-1-phenylethyl 3-aminopyrazine-2-carboxylate NC=1C(=NC=CN1)C(=O)O[C@H](C(=O)NC1=CC=C(C=C1)F)C1=CC=CC=C1